((2-(2,6-dioxopiperidin-3-yl)-1,3-dioxoisoindol-4-yl)amino)hexanamide O=C1NC(CCC1N1C(C2=CC=CC(=C2C1=O)NC(C(=O)N)CCCC)=O)=O